ClC=1C(=C(OCOCC[Si](C)(C)C)C=CC1Cl)\C=C\[N+](=O)[O-] (2-[3,4-dichloro-2-[(E)-2-nitrovinyl]phenoxymethoxy]ethyl)trimethylsilane